N-[[4-(5-amino-4-cyano-1-tetrahydropyran-3-yl-pyrazol-3-yl)phenyl]methyl]-5-fluoro-2-methoxy-benzamide NC1=C(C(=NN1C1COCCC1)C1=CC=C(C=C1)CNC(C1=C(C=CC(=C1)F)OC)=O)C#N